S(=O)(=O)(O)O.CN1C(CCC1)=O N-methylpyrrolidone hydrogensulfate